2,3,6,7-tetramethyloctane CC(C)C(CCC(C(C)C)C)C